C1C(=NC(=O)N1N=CC2=CC=C(O2)C3=CC=C(C=C3)[N+](=O)[O-])[O-] The molecule is the organic anion resulting from the removal of a proton from the hydrogen-bearing nitrogen atom of dantrolene. It is a conjugate base of a dantrolene.